N-(3-(2-(3-fluoro-4-(2-methoxyethoxy)phenylamino)-5-fluoropyrimidin-4-ylamino)phenyl)acrylamide FC=1C=C(C=CC1OCCOC)NC1=NC=C(C(=N1)NC=1C=C(C=CC1)NC(C=C)=O)F